FC1=C(OC=2N=CC(=NC2)NC([C@H](C)[C@H]2CCC([C@H](C2)C2=CC=[N+](C=C2)[O-])(F)F)=O)C=CC(=C1)F 4-((1R,5S)-5-((R)-1-((5-(2,4-difluorophenoxy)pyrazin-2-yl)amino)-1-oxopropan-2-yl)-2,2-difluorocyclohexyl)pyridine 1-oxide